((1s,4s)-4-((5-([1,2,4]triazolo[4,3-a]pyridin-6-yl)-4-methoxy-7H-pyrrolo[2,3-d]pyrimidin-2-yl)amino)cyclohexyl)(pyrrolidin-1-yl)methanone N=1N=CN2C1C=CC(=C2)C2=CNC=1N=C(N=C(C12)OC)NC1CCC(CC1)C(=O)N1CCCC1